ethoxytrimethyl-disiloxane C(C)O[SiH2]O[Si](C)(C)C